CC1=C(C2=CC=CC=C2C=C1)C(=O)P(C1=CC=C(C=C1)CCC)(C(=O)C1=C(C=CC2=CC=CC=C12)C)=O bis-(2-methyl-1-naphthoyl)-4-propylphenyl-phosphine oxide